C(CCCCC(=O)O)(=O)O.CC(CO)(C(C(C)C)O)C 2,2,4-trimethyl-1,3-pentanediol adipate